C(C)(C)(C)C1N(CCC2=CC=C(C=C12)N)C(=O)[O-].C(CCC)N(C(N(CCCC)CCCC)=[N+](CCCC)CCCC)CCCC hexabutyl-guanidinium tert-butyl-7-amino-3,4-dihydro-1H-isoquinoline-2-carboxylate